racemic-tert-butyl-3-methyl-4-[[5-(trifluoromethoxy)-2-pyridyl]amino]piperidine-1-carboxylate C(C)(C)(C)OC(=O)N1CC(C(CC1)NC1=NC=C(C=C1)OC(F)(F)F)C